NC1=CC(=C2C(CCO2)=C1C#N)C=1SC(=CN1)C(C)C 5-Amino-7-(5-isopropylthiazol-2-yl)-2,3-dihydrobenzofuran-4-carbonitrile